4-{6-[m-(benzylaminosulfonyl)phenyl]-1,3,5-triaza-4-naphthyl}-1-methyl-2-piperazinone C(C1=CC=CC=C1)NS(=O)(=O)C=1C=C(C=CC1)C=1N=C2C(=NC=NC2=CC1)N1CC(N(CC1)C)=O